(S)-3-((S)-1-hydroxyethyl)-9-nitro-3,4-dihydrobenzo[f][1,4]oxazepin-5(2H)-one O[C@@H](C)[C@@H]1COC2=C(C(N1)=O)C=CC=C2[N+](=O)[O-]